5-[(5-methoxypyridin-2-yl)methoxy]-2-{5H,6H,7H-pyrrolo[3,4-b]pyridin-6-yl}-1,3-benzoxazole COC=1C=CC(=NC1)COC=1C=CC2=C(N=C(O2)N2CC3=NC=CC=C3C2)C1